5-chloro-2-(4,4-difluoroazepan-1-yl)-6-ethylnicotinate ClC=1C(=NC(=C(C(=O)[O-])C1)N1CCC(CCC1)(F)F)CC